3-[1'-[4-chloro-2-(trifluoromethyl)phenyl]-2-(2-ethoxypyridin-3-yl)-8-oxospiro[6H-1,7-naphthyridine-5,4'-piperidine]-7-yl]propenamide ClC1=CC(=C(C=C1)N1CCC2(CC1)C=1C=CC(=NC1C(N(C2)C=CC(=O)N)=O)C=2C(=NC=CC2)OCC)C(F)(F)F